C(#N)C1=CC(=C(OCC=2C=C(O[C@@H]3C[C@@H](N(CC3)CC3=NC4=C(N3C[C@H]3OCC3)C=C(C=C4F)C(=O)O)C)C=CC2)C=C1)F 2-{[(2S,4S)-4-{3-[(4-cyano-2-fluorophenoxy)methyl]phenoxy}-2-methylpiperidin-1-yl]methyl}-4-fluoro-1-{[(2S)-oxetan-2-yl]methyl}-1H-1,3-benzodiazole-6-carboxylic acid